O1C(=NN=C1)N1CC2(C1)OC[C@H](C2)N2CCC(CC2)C2=C(OC1CC(C1)C(C)(C)O)C=CC(=C2)F 2-((1R,3s)-3-(2-(1-((S)-2-(1,3,4-oxadiazol-2-yl)-5-oxa-2-azaspiro[3.4]octan-7-yl)piperidin-4-yl)-4-fluorophenoxy)cyclobutyl)propan-2-ol